(2,3,4,5-Tetrahydro-1H-benzo[b]azepin-5-yl)methanamine hydrochloride Cl.N1C2=C(C(CCC1)CN)C=CC=C2